3-thiocyanatopropyltrimethoxysilane S(C#N)CCC[Si](OC)(OC)OC